2-[2-[[5-(6-Ethyl-2,6-diazaspiro[3.3]heptan-2-yl)pyridin-2-yl]amino]-5-methylpyrimidin-4-yl]-3,5-dimethylspiro[6H-thieno[3,2-c]pyridine-7,1'-cyclopropane]-4-one C(C)N1CC2(CN(C2)C=2C=CC(=NC2)NC2=NC=C(C(=N2)C2=C(C=3C(N(CC4(CC4)C3S2)C)=O)C)C)C1